chromium-platinum-gold [Au].[Pt].[Cr]